1-(2-chloro-3-fluorophenyl)-2,5-dimethyl-6-oxo-1,6-dihydropyrimidin-4-yl 4-methylbenzene-1-sulfonate CC1=CC=C(C=C1)S(=O)(=O)OC=1N=C(N(C(C1C)=O)C1=C(C(=CC=C1)F)Cl)C